4-Dimethylamino-naphthylisothiocyanate CN(C1=CC=C(C2=CC=CC=C12)N=C=S)C